copper (I) trifluoromethanesulphonate ethyl-6-(2,8-dimethylimidazo[1,2-b]pyridazin-6-yl)-8-fluoro-[1,2,4]triazolo[1,5-a]pyridine-2-carboxylate C(C)OC(=O)C1=NN2C(C(=CC(=C2)C=2C=C(C=3N(N2)C=C(N3)C)C)F)=N1.FC(S(=O)(=O)[O-])(F)F.[Cu+]